2-(6-(pyrrolidin-3-yloxy)pyridazin-3-yl)phenol N1CC(CC1)OC1=CC=C(N=N1)C1=C(C=CC=C1)O